5-(1-(2-(tert-butoxy)ethyl)piperidin-4-yl)-2-(5-(8-methoxy-[1,2,4]triazolo[1,5-a]pyridin-6-yl)-4-(2,2,2-trifluoroethyl)-1H-pyrazol-3-yl)thiazole C(C)(C)(C)OCCN1CCC(CC1)C1=CN=C(S1)C1=NNC(=C1CC(F)(F)F)C=1C=C(C=2N(C1)N=CN2)OC